N,N'-dimethyl-4,4'-bipyridinium C[N+]1=CC=C(C=C1)C1=CC=[N+](C=C1)C